Methyldiallylamine hydrochloride Cl.CN(CC=C)CC=C